C1(CCCC1)NC1=NC(=NC=C1\C=C\S(=O)(=O)C1=CC=C(C=C1)OC)NC1=CC=C(C=C1)N1CCN(CC1)C (E)-N4-Cyclopentyl-5-{2-[(4-methoxyphenyl)sulfonyl]vinyl}-N2-[4-(4-methylpiperazin-1-yl)phenyl]pyrimidine-2,4-diamine